C(C)(C)(C)OC(=O)N1C[C@@H](N(CC1)C=1C2=C(N(C(N1)=O)C=1C(=NC=CC1C)C(C)C)N=C(C(=C2)Cl)C2=C(C(=CC=C2)F)OC)C (S)-4-(6-chloro-7-(3-fluoro-2-methoxy-phenyl)-1-(2-isopropyl-4-methylpyridin-3-yl)-2-oxo-1,2-dihydropyrido[2,3-d]pyrimidin-4-yl)-3-methylpiperazine-1-carboxylic acid tert-butyl ester